C1(CC1)N1C[C@@H](CCC1)NC1=NN=C(C2=CC=CC=C12)C1=C(C=C(C#N)C=C1)O (R)-4-(4-((1-cyclopropylpiperidin-3-yl)amino)phthalazin-1-yl)-3-hydroxybenzonitrile